N,N-Dimethyl-acetamid CN(C(C)=O)C